CN([C@@H](CC1=CC=C(C(=O)N)C=C1)CNC(C[C@@H](C1(CC1)C(F)(F)F)C1=NC=CC=C1)=O)C 4-((S)-2-(dimethylamino)-3-((S)-3-(pyridin-2-yl)-3-(1-(trifluoromethyl)cyclopropyl)propanamido)propyl)benzamide